4-((2-(2-(2-(5-(((3-ethyl-5-((S)-2-(2-hydroxyethyl)piperidin-1-yl)pyrazolo[1,5-a]pyrimidin-7-yl)amino)methyl)pyridin-2-yl)ethoxy)ethoxy)ethyl)(methyl)amino)but-2-en-1-one C(C)C=1C=NN2C1N=C(C=C2NCC=2C=CC(=NC2)CCOCCOCCN(CC=CC=O)C)N2[C@@H](CCCC2)CCO